CS(=O)(=O)OCC1CC(C1)C=1SC2=C(N1)C=C(C(=C2)NC(C2=NC(=CC=C2)C(F)(F)F)=O)OC ((1r,3r)-3-(5-methoxy-6-(6-(trifluoromethyl)picolinamido)benzo[d]thiazol-2-yl)cyclobutyl)methyl methanesulfonate